(2R)-2-amino-4-{[{amino[(2-carboxyethyl)amino]methylidene}amino]sulfanyl}butanoic acid N[C@@H](C(=O)O)CCSN=C(NCCC(=O)O)N